1-((4-((4-(tert-butyl)phenyl)amino)cyclohexyl)methyl)guanidine C(C)(C)(C)C1=CC=C(C=C1)NC1CCC(CC1)CNC(=N)N